(S)-N-(4-(4-amino-6-ethynyl-5-(quinolin-3-yl)-7H-pyrrolo[2,3-d]pyrimidin-7-yl)bicyclo[2.2.1]heptane-1-yl)-4-methylmorpholine-2-carboxamide NC=1C2=C(N=CN1)N(C(=C2C=2C=NC1=CC=CC=C1C2)C#C)C21CCC(CC2)(C1)NC(=O)[C@@H]1CN(CCO1)C